N1(N=CN=C1)C(=O)OC(CCCCC(OCC(CCCCC)CCCCC)=O)CCCCCC 1-Oxo-1-((2-pentylheptyl)oxy)dodecan-6-yl 1H-1,2,4-triazole-1-carboxylate